FC1(CN(CC[C@H]1NC1=NN2C(C(=N1)OC)=C(C(=C2)F)C=2C=CC1=C(N(N=N1)C[C@H](C)F)C2)C)F N-((R)-3,3-difluoro-1-methylpiperidin-4-yl)-6-fluoro-5-(1-((S)-2-fluoropropyl)-1H-benzo[d][1,2,3]triazol-6-yl)-4-methoxypyrrolo[2,1-f][1,2,4]triazin-2-amine